C(C)[SiH](NC)N([SiH3])[SiH3] (ethylmethylaminosilyl)bis(silyl)amine